4-BROMO-2-METHYLPHENYL ISOCYANIDE BrC1=CC(=C(C=C1)[N+]#[C-])C